6-(4-Fluoro-2-(oxazol-2-yl)phenyl)isoindolin-1-one FC1=CC(=C(C=C1)C1=CC=C2CNC(C2=C1)=O)C=1OC=CN1